FC=1C(=NC=CN1)C1CN(C1)C(=O)OC(C)(C)C tert-butyl 3-(3-fluoropyrazin-2-yl)azetidine-1-carboxylate